Fmoc-norvaline C(=O)(OCC1C2=CC=CC=C2C2=CC=CC=C12)N[C@@H](CCC)C(=O)O